6-hydroxynicotinamide OC1=NC=C(C(=O)N)C=C1